1,1,4,4-Tetraphenyl-Butadiene C1(=CC=CC=C1)C(=CC=C(C1=CC=CC=C1)C1=CC=CC=C1)C1=CC=CC=C1